6-chloro-N-(pyridin-4-yl)-4-(trifluoromethyl)picolinamide ClC1=CC(=CC(=N1)C(=O)NC1=CC=NC=C1)C(F)(F)F